NC1=C2C(=NC=N1)N(N=C2C2=C(C=C(C=C2)OC2=CC=CC=C2)F)[C@H]2CN(CCC2)C(=O)C(C#N)=CC(C)(N2C[C@@H](N([C@@H](C2)C)C)C)C 2-((R)-3-(4-amino-3-(2-fluoro-4-phenoxyphenyl)-1H-pyrazolo[3,4-d]pyrimidin-1-yl)piperidine-1-carbonyl)-4-methyl-4-((3s,5r)-3,4,5-trimethylpiperazin-1-yl)pent-2-enenitrile